5,7-dimethoxy-4-oxo-2-(3,4,5-trimethoxyphenyl)-4H-chromen-3-yl thiophene-2-sulfonate S1C(=CC=C1)S(=O)(=O)OC1=C(OC2=CC(=CC(=C2C1=O)OC)OC)C1=CC(=C(C(=C1)OC)OC)OC